CC=1CCCC(C1C)=O 6-Methyl-1-Methyl-cyclohexen-2-one